F[P-](F)(F)(F)(F)F.CN(C)C(=[N+](C)C)ON1N=NC=2C1=NC=CC2 N-[(dimethylamino)-(3H-[1,2,3]triazolo[4,5-b]pyridin-3-yloxy)methyliden]-N-methylmethanaminium hexafluorophosphate